2,4-dichlorophenylacetylene chloride [Cl-].ClC1=C(C=CC(=C1)Cl)C#C